(R)-4-(1-((5-methoxy-7-methyl-1H-indol-4-yl)methyl)-4-(3,3,3-trifluoropropyl)piperazin-2-yl)-N-(methylsulfonyl)benzamide COC=1C(=C2C=CNC2=C(C1)C)CN1[C@@H](CN(CC1)CCC(F)(F)F)C1=CC=C(C(=O)NS(=O)(=O)C)C=C1